2-(3,5-Dichloro-4-((7-ethyl-7H-pyrrolo[2,3-d]pyrimidin-4-yl)oxy)phenyl)-3,5-dioxo-2,3,4,5-tetrahydro-[1,2,4]triazine-6-carbonitrile ClC=1C=C(C=C(C1OC=1C2=C(N=CN1)N(C=C2)CC)Cl)N2N=C(C(NC2=O)=O)C#N